1,2-bis(2-chlorophenyl)hydrazine ClC1=C(C=CC=C1)NNC1=C(C=CC=C1)Cl